CCCCCCCC/C=C\CCCCCCCCCC(=O)O[C@H](COC(=O)CCCCC/C=C\C/C=C\C/C=C\C/C=C\CCCCC)COP(=O)([O-])OCC[N+](C)(C)C 1-(7Z,10Z,13Z,16Z-docosatetraenoyl)-2-(11Z-eicosenoyl)-glycero-3-phosphocholine